C1(CC1)OC1CCC(CC1)NC1=NC=C(C(=N1)N[C@H]1C[C@H]([C@@H](CC1)C)O)C(=O)N 2-((1r,4R)-4-cyclopropoxycyclohexylamino)-4-((1R,3R,4R)-3-hydroxy-4-methylcyclohexylamino)pyrimidine-5-carboxamide